CC=1C=C(CNC2=CC=C(C=C2)CC(=O)N)C=CC1 2-(4-((3-methylbenzyl)amino)phenyl)acetamide